CC1=CC(=NC(=N1)S(=O)(=O)C)C(=O)OCC 4-ethyl 6-methyl-2-(methylsulfonyl)pyrimidine-4-carboxylate